(1R,5S,6S)-3-benzyl-6-(3-(tert-butyl)phenyl)-3-azabicyclo[3.1.0]Hexane C(C1=CC=CC=C1)N1C[C@@H]2C([C@@H]2C1)C1=CC(=CC=C1)C(C)(C)C